COC1=CC=C(C=C1)C1=CC=C(O1)\C=C\1/CC(CC2=C(C3=CC=CC=C3N=C12)C(=O)O)C (E)-4-((5-(4-methoxyphenyl)furan-2-yl)methylene)-2-methyl-1,2,3,4-tetrahydroacridine-9-carboxylic acid